C(C1=CC=CC=C1)OC(=O)NC(C(=O)O)(CC1=CC(=CC=C1)I)C 2-(((benzyloxy)carbonyl)amino)-3-(3-iodophenyl)-2-methylpropanoic acid